({2-Cyclopropyl-4-[4-(2-methoxy-phenyl)-piperidin-1-yl]-quinazolin-6-yl}-methyl-amino)-acetic acid C1(CC1)C1=NC2=CC=C(C=C2C(=N1)N1CCC(CC1)C1=C(C=CC=C1)OC)N(C)CC(=O)O